FC1=C2C(=CC=C1)C(N(CC21CC1)CC(=O)NC1=NC=C(C=N1)F)=O 2-(5-fluoro-1-oxo-spiro[3H-isoquinoline-4,1'-cyclopropane]-2-yl)-N-(5-fluoropyrimidin-2-yl)acetamide